ClC1=C(C(=CC=C1Cl)OC)C1=CC=2N(C=C1)C=C(N2)C=2C=NN(C2)C 7-(2,3-dichloro-6-methoxyphenyl)-2-(1-methyl-1H-pyrazol-4-yl)imidazo[1,2-a]pyridine